4-methyl-2-((4,7,10-tris(carboxymethyl)-1,4,7,10-tetraazacyclododecane-1-yl)methyl)pyridine 1-oxide CC1=CC(=[N+](C=C1)[O-])CN1CCN(CCN(CCN(CC1)CC(=O)O)CC(=O)O)CC(=O)O